NC1=CCC1 aminocyclobutene